5'-oxo-11',11a'-dihydro-1'H-spiro[cyclopropane-1,2'-pyrrolo[2,1-c][1,4]benzodiazepine]-10'(5'H)-carboxylate O=C1N2C(CN(C3=C1C=CC=C3)C(=O)[O-])CC3(C2)CC3